ClC=1C=CC2=C(C(CC(O2)C(=O)NC23CC(C2)(C3)NC(COC3=CC(=C(C=C3)Cl)F)=O)NC)C1 6-chloro-N-{3-[2-(4-chloro-3-fluorophenoxy)acetamido]bicyclo[1.1.1]pent-1-yl}-4-(methylamino)-3,4-dihydro-2H-1-benzopyran-2-carboxamide